OC1(COC1)C=1C=C(C=CC1)C(=O)N1CCC(CC1)C1=C(C=CC=C1)C(F)(F)F (3-(3-hydroxyoxetan-3-yl)phenyl)(4-(2-(trifluoromethyl)phenyl)piperidin-1-yl)methanone